4-methoxy-6-nitro-2,3-diphenylquinoline COC1=C(C(=NC2=CC=C(C=C12)[N+](=O)[O-])C1=CC=CC=C1)C1=CC=CC=C1